COC1=CC=2C(=C3C(=NC2C=C1OCCCN1CCCC1)CCC3)N[C@H](COC)C 7-methoxy-N-[(2S)-1-methoxypropan-2-yl]-6-[3-(pyrrolidin-1-yl)propoxy]-1H,2H,3H-cyclopenta[b]quinolin-9-amine